IC1=CC=C(C=C1)S(=O)(=O)O 4-iodobenzenesulfonic acid